2-chloro-N-(3-(4'-chloro-[1,1'-biphenyl]-4-yl)propyl)-6-methylthieno[2,3-d]pyrimidin-4-amine ClC=1N=C(C2=C(N1)SC(=C2)C)NCCCC2=CC=C(C=C2)C2=CC=C(C=C2)Cl